FC=1C=C(C=CC1)NC=1SC(=CN1)C1=CC=C(C=C1)OC1=C2N=CN(C2=NC=N1)CC(C)C N-(3-fluorophenyl)-5-(4-((9-isobutyl-9H-purin-6-yl)oxy)phenyl)thiazol-2-amine